lithium bis(pentafluoroethanesulfonyl)imide salt [N-](S(=O)(=O)C(F)(F)C(F)(F)F)S(=O)(=O)C(F)(F)C(F)(F)F.[Li+]